Ethyl-{4-[(S)-1-(1-methanesulfonyl-1-methyl-ethyl)-5-(R)-methyl-5,6,8a,9-tetrahydro-8H-7,10-dioxa-2,4,4b-triazaphenanthren-3-yl]-1H-pyrrolo[2,3-b]pyridin-5-yl}-amine C(C)NC=1C(=C2C(=NC1)NC=C2)C=2N=C(C=1OC[C@@H]3COC[C@H](N3C1N2)C)C(C)(C)S(=O)(=O)C